BrC=1C(=C(C(=CC1)F)NC1=NC=NC2=CC3=C(C=C12)OCCO3)F N-(3-bromo-2,6-difluorophenyl)-7,8-dihydro[1,4]dioxino[2,3-g]quinazolin-4-amine